ClC1=C(C=CC(=C1)F)C1(CC1)/C(/N)=N/OC(=O)C1=NNC(=C1)C(F)F (Z)-1-(2-chloro-4-fluorophenyl)-N'-((5-(difluoromethyl)-1H-pyrazole-3-carbonyl)oxy)cyclopropane-1-carboximidamide